C(C1=CC=CC=C1)(=O)OC1=CC(=C2C=CC3=C(C=C(C4=CC=C1C2=C34)OC(C3=CC=CC=C3)=O)OC(C3=CC=CC=C3)=O)OC(C3=CC=CC=C3)=O 4'''-(pyrene-1,3,6,8-tetrayl) tetrabenzoate